C(C(=O)N)(=O)O.C(CCCCCCC)C1=NS(C=C1)=O octyl-isothiazolone (oxamate)